ClC1=CC(=C(C(=O)C2(CCN(CC2)C(=O)OC(C)(C)C)C)C=C1Cl)OCC=C tert-butyl 4-[4,5-dichloro-2-(prop-2-en-1-yloxy)benzoyl]-4-methylpiperidine-1-carboxylate